FC1=CC=C(C=C1)C1=C(C=CC=C1)C(/C=C/C=1C=CC(=C(C1)B(O)O)OC)=O (E)-(5-(3-(4'-Fluoro[1,1'-biphenyl]-2-yl)-3-oxoprop-1-en-1-yl)-2-methoxyphenyl)boronic acid